N,N-dimethyl-21-[(1S,2R)-2-octylcyclopropyl]Heneicosan-10-amine CN(C(CCCCCCCCC)CCCCCCCCCCC[C@@H]1[C@@H](C1)CCCCCCCC)C